O=C1C=2NCCCN(C2C1=O)CCP(O)(O)=O P-[2-(8,9-dioxo-2,6-diazabicyclo[5.2.0]non-1(7)-en-2-yl)ethyl]-phosphonic acid